C(C)O\N=C(/N)\C1=NC(=C(C=C1)S(NC)(=O)=O)CC=1N=C(SC1)C1=CC=CC=C1 (Z)-N'-ethoxy-5-(N-methylsulfamoyl)-6-(2-phenylthiazol-4-yl)methylpyridineamidine